(1-FORMYL-VINYL)-CARBAMIC ACID TERT-BUTYL ESTER C(C)(C)(C)OC(NC(=C)C=O)=O